ClC1=C(C(=CC=C1F)Cl)C(C)OC=1C(=NC=C(C1)C1=CC=C(C=C1)N(C)C)N 3-[1-(2,6-dichloro-3-fluoro-phenyl)-ethoxy]-5-(4-dimethylamino-phenyl)-pyridin-2-ylamine